C(=O)[O-].C(=O)[O-].[La+2].C1=CC=CC1.C1=CC=CC1 dicyclopentadiene lanthanum diformate